O=C1NC(CCC1C1=NN(C2=CC(=CC=C12)N1CCNCC1)C)=O 4-[3-(2,6-dioxo-3-piperidyl)-1-methyl-indazol-6-yl]piperazin